L-Lyxonic acid O=C([C@H](O)[C@H](O)[C@@H](O)CO)O